C(#N)CSN1N=CC2=CC=C(C=C12)F ((cyanomethyl)thio)-6-fluoro-1H-indazol